tert-Butyl rac-(3S)-3-methyl-6-(3-thienyl)-3,4-dihydro-2H-pyridine-1-carboxylate tert-Butyl-rac-(3S)-3-methyl-6-(trifluoromethylsulfonyloxy)-3,4-dihydro-2H-pyridine-1-carboxylate C(C)(C)(C)OC(=O)N1C[C@H](CC=C1OS(=O)(=O)C(F)(F)F)C.C[C@@H]1CN(C(=CC1)C1=CSC=C1)C(=O)OC(C)(C)C |r|